tert-butyl (R)-3-(4-(6-chloro-3-((4-hydroxy-1-(1-methylcyclopropane-1-carbonyl)piperidin-4-yl)methyl)-4-oxo-3,4-dihydro-7H-pyrrolo[2,3-d]pyrimidin-7-yl)phenyl)morpholine-4-carboxylate ClC1=CC2=C(N=CN(C2=O)CC2(CCN(CC2)C(=O)C2(CC2)C)O)N1C1=CC=C(C=C1)[C@H]1N(CCOC1)C(=O)OC(C)(C)C